C(C)(C)(C)OC(=O)N1CCC(CC1)CNC(C1=CC(=CC=C1)NC=1C(=NC(=CC1)C1=CC=CC=2OCCOC21)OC)=O 4-({3-[6-(2,3-Dihydro-benzo[1,4]dioxin-5-yl)-2-methoxy-pyridin-3-ylamino]-benzoylamino}-methyl)-piperidine-1-carboxylic acid tert-butyl ester